C(#N)C=1C=C(C=NC1N1N=CC=N1)NC(=O)C=1C=NN(C1C(F)(F)F)C1=NC(=C(C=C1)F)NC N-(5-cyano-6-(2H-1,2,3-triazol-2-yl)pyridin-3-yl)-1-(5-fluoro-6-(methylamino)pyridin-2-yl)-5-(trifluoromethyl)-1H-pyrazole-4-carboxamide